3-(2-chloro-6-methyl-4-pyridinyl)-2-(3-cyanophenyl)-N-[(1R)-2-hydroxy-1,2-dimethyl-propyl]pyrazolo[1,5-a]pyrimidine-5-carboxamide ClC1=NC(=CC(=C1)C=1C(=NN2C1N=C(C=C2)C(=O)N[C@@H](C(C)(C)O)C)C2=CC(=CC=C2)C#N)C